biphenyl dibromide [Br-].[Br-].C1(=CC=CC=C1)C1=CC=CC=C1